C(CCCCC)OC(C[C@@H](C)O)=O (R)-3-hydroxybutyric acid hexyl ester